ClC1=C(C=C(OCC(=O)N[C@H]2CC[C@@H](NC2)C(=O)NCC2CCC(CC2)C(F)(F)F)C=C1)F (2r,5s)-5-[2-(4-chloro-3-fluorophenoxy)acetamido]-N-{[(1s,4s)-4-(trifluoromethyl)cyclohexyl]methyl}piperidine-2-carboxamide